diethylphosphite O=P(OCC)OCC